6-(5-(5-methyl-4,5,6,7-tetrahydropyrazolo[1,5-a]pyrazin-3-yl)-1H-pyrrolo[2,3-b]pyridin-3-yl)imidazo[1,2-b]pyridazine CN1CC=2N(CC1)N=CC2C=2C=C1C(=NC2)NC=C1C=1C=CC=2N(N1)C=CN2